2-(2-fluoro-4-(2-((6-fluoro-[1,2,4]-triazolo[1,5-a]-pyridin-2-yl)amino)-2-oxoethyl)phenoxy)-nicotinamide FC1=C(OC2=C(C(=O)N)C=CC=N2)C=CC(=C1)CC(=O)NC1=NN2C(C=CC(=C2)F)=N1